3-(cyclopentyloxy)-4-thioxocyclobut-2-en-1-one C1(CCCC1)OC1=CC(C1=S)=O